(3R)-3-[2-(piperidin-4-ylmethyl)-3,4-dihydro-1H-isoquinolin-7-yl]Piperidine-2,6-dione dihydrochloride Cl.Cl.N1CCC(CC1)CN1CC2=CC(=CC=C2CC1)[C@@H]1C(NC(CC1)=O)=O